COC=1C=CC(=NC1)CC(=O)NC1=CC=C(N=N1)CCCCC1=NN=C(S1)NC(C)=O N-(5-(4-(6-(2-(5-methoxypyridin-2-yl)acetamido)pyridazin-3-yl)butyl)-1,3,4-thiadiazol-2-yl)acetamide